C(C=C)(=O)NC=1C=C(C=CC1C)C1=C(NC2=NC=C(C=C21)C(=O)O)C2=CC=C(C=C2)N(C)CCN(C)C 3-(3-acrylamido-4-methylphenyl)-2-(4-((2-(dimethylamino)ethyl)(methyl)amino)phenyl)-1H-pyrrolo[2,3-b]pyridine-5-carboxylic acid